C(C)(C)(C)N(C(=O)OCCCN=CC1=CC=CC=C1)CCN1C(=NC(=C1)I)C1CCC1 3-(benzylideneamino)propanol tert-Butyl-2-(2-cyclobutyl-4-iodo-1H-imidazol-1-yl)ethylcarbamate